N-(4-aminophenylethyl)-2-chloroquinolin-4-amine NC1=CC=C(C=C1)CCNC1=CC(=NC2=CC=CC=C12)Cl